CCCCCCCCCCCCCCCCCC(=O)OC[C@H](COP(=O)(O)OC[C@@H](C(=O)O)N)OC(=O)CCCCC/C=C\C/C=C\C/C=C\C/C=C\CCCCC 1-octadecanoyl-2-(7Z,10Z,13Z,16Z-docosatetraenoyl)-glycero-3-phosphoserine